Cl.CN(C=1SC2=C(N1)SC(=N2)C2=NC=C(C=C2O)C=2C=NNC2)[C@@H]2CNCC2.[Al+] Aluminium (i) 2-(5-{Methyl[(3S)-pyrrolidin-3-yl]amino}[1,3]thiazolo[5,4-d][1,3]thiazol-2-yl)-5-(1H-pyrazol-4-yl)pyridin-3-ol Hydrochlorid